1-(3-chloroallyl)-3,5,7-triazo-1-azoniaadamantane chloride C1N2CN3CN1C[N+](C2)(C3)C/C=C/Cl